4-((1R,5S)-3,8-diazabicyclo[3.2.1]octan-3-yl)-8-fluoro-7-(7-fluoronaphthalen-1-yl)-2-(2-(1-methyl-1H-imidazol-2-yl)ethoxy)pyrido[4,3-d]pyrimidine [C@H]12CN(C[C@H](CC1)N2)C=2C1=C(N=C(N2)OCCC=2N(C=CN2)C)C(=C(N=C1)C1=CC=CC2=CC=C(C=C12)F)F